CC1=CC=C(O1)CC1=C(C(=O)N)C=CC=C1NC=1N=NC(=CC1)C [(5-methylfuran-2-yl)methyl]-3-[(6-methylpyridazin-3-yl)amino]benzamide